2-(1-methyl-1H-pyrazol-4-yl)pyrazolo[5,1-b]Thiazole-7-carboxamide CN1N=CC(=C1)C1=CN2C(S1)=C(C=N2)C(=O)N